(2S)-2-[[(3R)-5-chloro-8-hydroxy-3-methyl-1-oxo-3,4-dihydroisochromene-7-carbonyl]amino]pentanedioic acid ClC1=C2C[C@H](OC(C2=C(C(=C1)C(=O)N[C@H](C(=O)O)CCC(=O)O)O)=O)C